CC(CCC=C)(C)C trimethyl-1-pentene